CN1CCN(CC1)CC1=CC=C(C=C1)NC=1N=CC2=C(N1)CN(CC2)C(=O)OC(C)(C)C tert-butyl 2-({4-[(4-methylpiperazin-1-yl)methyl]phenyl}amino)-5H,6H,7H,8H-pyrido[3,4-d]pyrimidine-7-carboxylate